CS(=O)(=O)C[C@@H]1[C@H](N(C1)C=1C=NC(=C2C=C(N=CC12)NC1=NC(=NC=C1)N1C[C@H]([C@H](CC1)OC)O)C(C)C)C (3R,4S)-1-[4-({8-[(2R,3S)-3-(methanesulfonylmeth-yl)-2-methylazetidin-1-yl]-5-(propan-2-yl)-2,6-naphthyridin-3-yl}amino)pyrimidin-2-yl]-4-methoxypiperidin-3-ol